(S)-2-((1H-pyrrolo[2,3-b]pyridin-5-yl)oxy)-4-(2-(2-(2-isopropylphenyl)pyrrolidin-1-yl)-7-azaspiro[3.5]nonan-7-yl)benzoic acid methyl ester COC(C1=C(C=C(C=C1)N1CCC2(CC(C2)N2[C@@H](CCC2)C2=C(C=CC=C2)C(C)C)CC1)OC=1C=C2C(=NC1)NC=C2)=O